Cl.C1(CC1)C=1N=CC2=CC3=C(C(=C2C1)S(NCC(C)C)(=O)=O)CC(CC3)C(=O)O 3-cyclopropyl-5-(isobutylsulfamoyl)-6,7,8,9-tetrahydrobenzo[g]Isoquinoline-7-carboxylic acid hydrochloride